FC1=C(C=CC(=C1)OC)C=1CSC2=CC(=CC=C2C1C1=CC=C(C=C1)O[C@@H]1CN(CC1)CCCF)O 3-(2-Fluoro-4-methoxyphenyl)-4-[4-[(3S)-1-(3-fluoropropyl)pyrrolidin-3-yl]oxyphenyl]-2H-thiochromen-7-ol